3-(((6-chloro-1,4-dihydroquinazolin-2-yl)thio)methyl)-5H-thiazolo[2,3-b]Quinazoline dihydrochloride Cl.Cl.ClC=1C=C2CN=C(NC2=CC1)SCC1=CSC2=NC3=CC=CC=C3CN21